NC1=CC=CC(=N1)S(=O)(=O)NC(=O)C=1C(=NC(=CC1)C1=CC(=CC(=C1)OCC(C)C)F)N1CC2CCC1CC2 N-[(6-Amino-2-pyridyl)sulfonyl]-2-(3-azabicyclo[2.2.2]octan-3-yl)-6-(3-fluoro-5-isobutoxyphenyl)pyridin-3-carboxamid